trans-3-[(3,5-difluorobenzyl)oxy]-N-{3-[4-(difluoromethyl)-6-oxo-1,6-dihydropyrimidin-2-yl]-2-Fluoro-4-(trifluoromethyl)benzyl}cyclobutane-1-carboxamide FC=1C=C(CO[C@@H]2C[C@H](C2)C(=O)NCC2=C(C(=C(C=C2)C(F)(F)F)C=2NC(C=C(N2)C(F)F)=O)F)C=C(C1)F